C(C1=CC=CC=C1)(=O)N[C@H](C(=O)N[C@H](C(=O)N1[C@@H](CCC1)C(=O)N[C@H](C(=O)OC)CC(C)C)C(C)C)CCC(C(=O)NC1CC1)=O (S)-Methyl 2-((S)-1-((S)-2-((S)-2-benzamido-6-(cyclopropylamino)-5,6-dioxohexanamido)-3-methylbutanoyl)pyrrolidin-2-carboxamido)-4-methylpentanoat